tert-butyl (2S)-2-((4-chloro-2-hydroxy-5-(methoxymethyl) phenyl)sulfonamido)-3-(6-fluoro-2,3-dimethylphenyl)butanoate ClC1=CC(=C(C=C1COC)S(=O)(=O)N[C@H](C(=O)OC(C)(C)C)C(C)C1=C(C(=CC=C1F)C)C)O